Cl.FC1=C(C=CC(=C1F)OC)C1=CN=C2N1C=CN=C2NC2=CC(=C(C(=O)N1CCN(CC1)C(=O)[C@H]1NC[C@@](C1)(C(F)(F)F)OC)C=C2)C (4-(4-((3-(2,3-difluoro-4-methoxyphenyl)imidazo[1,2-a]pyrazin-8-yl)amino)-2-methylbenzoyl)piperazin-1-yl)((2S,4S)-4-methoxy-4-(trifluoromethyl)pyrrolidin-2-yl)methanone hydrochloride